C1(=CC=CC=C1)[C@H](C)NC(=O)C1=CC(=NN1CCCCC)C(C)(C)C (S)-N-(1-phenylethyl)-3-tert-butyl-1-N-pentyl-1H-pyrazole-5-carboxamide